C(C1=CC=CC=C1)OC(=O)N[C@@H](CCC(=O)N[C@@H](CCC(=O)OC)C(=O)OC)C(=O)OC dimethyl ((S)-4-(((benzyloxy) carbonyl) amino)-5-methoxy-5-oxopentanoyl)-L-glutamate